C(#N)\C(\C)=C/1\CN(CC1)C(=O)NC1=C(C=C(C(=C1)C1=CC(=NC(=C1)N1CCOCC1)OCCO)C)F (3E)-3-(1-cyanoethylidene)-N-[2-fluoro-5-[2-(2-hydroxyethoxy)-6-(morpholin-4-yl)pyridin-4-yl]-4-methylphenyl]pyrrolidine-1-carboxamide